FC=1C=C(C=NC1C(F)(F)F)N 5-fluoro-6-(trifluoromethyl)pyridin-3-amine